(±)-2-(3-((2-(trifluoromethyl)phenoxy)methyl)pyrrolidin-1-yl)pyrimidine-4-carboxylic acid FC(C1=C(OC[C@H]2CN(CC2)C2=NC=CC(=N2)C(=O)O)C=CC=C1)(F)F |r|